ClC=1C=NC=C(C1SC=1SC(=CN1)C(=O)O)Cl 2-((3,5-dichloropyridin-4-yl)thio)thiazole-5-carboxylic Acid